4-Amino-2-(3-(cyclohexylmethoxy)phenyl)butan NCCC(C)C1=CC(=CC=C1)OCC1CCCCC1